BrC=1C=NN2C1N=CC(=C2)C=2C=NN(C2)C 3-Bromo-6-(1-methyl-1H-pyrazol-4-yl)pyrazolo[1,5-a]pyrimidine